CN1CC(C1)C1=CC(=NN1)NC1=NC(=C2C=CC=NC2=C1)NC1CC2CCC(C1)N2CCC#N 3-((3-Exo)-3-((7-((5-(1-methylazetidin-3-yl)-1H-pyrazol-3-yl)amino)-1,6-naphthyridin-5-yl)amino)-8-azabicyclo[3.2.1]oct-8-yl)propionitrile